NC1=CC=C2C(=CN(C2=C1)C=1C(=NC=CC1)C)C#N 6-amino-1-(2-methylpyridin-3-yl)indole-3-carbonitrile